FC(C1=CC=CC(=N1)NC(=O)C=1C(=CC=2N(C1)C=C(N2)[C@@]21CO[C@](CC2)(C1)C)OC(C)C)F N-(6-(difluoromethyl)pyridin-2-yl)-7-isopropoxy-2-((1R,4R)-1-methyl-2-oxabicyclo[2.2.1]heptan-4-yl)imidazo[1,2-a]pyridine-6-carboxamide